Cl.F\C(=C/CN)\CS(=O)(=O)C1=C(C=CC=C1)C(C)C (Z)-3-fluoro-4-(2-isopropylphenylsulfonyl)but-2-en-1-amine hydrochloride